CN1C=2C=CC3=C(N=C(C4=CN=C(C5=CN=C(NC6=CC=CC(O[C@@H](CCC1=O)C)=N6)C=C45)NC)O3)C2 (13R)-9,13-dimethyl-25-(methylamino)-14,32-dioxa-3,9,20,22,26,30-hexazahexacyclo[19.6.2.12,5.14,8.115,19.024,28]dotriaconta-1(27),2,4,6,8(31),15(30),16,18,21,23,25,28-dodecaen-10-one